1'-{2-[(8-acetyl-5,6,7,8-tetrahydro-1,8-naphthyridin-3-yl)oxy]ethyl}-5-chloro-1,2-dihydrospiro[indole-3,4'-piperidin]-2-one C(C)(=O)N1CCCC=2C=C(C=NC12)OCCN1CCC2(CC1)C(NC1=CC=C(C=C12)Cl)=O